C(C=C)(=O)NC=1C=C(C=CC1)N1C(N(C=2C=NC=CC21)C2=CC=C(C=C2)NC(C2=C(C=CC=C2)OC)=O)=O N-(4-(1-(3-acrylamidophenyl)-2-oxo-1H-imidazo[4,5-c]pyridin-3(2H)-yl)phenyl)-2-methoxybenzamide